5-methyl-3-(2-(methyl-(propyl)amino)ethyl)-1H-indol-4-ol CC1=C(C=2C(=CNC2C=C1)CCN(CCC)C)O